C(C)(=O)N(CCN(C(=O)Cl)C)C N-[2-[acetyl-(methyl)amino]ethyl]-N-methylcarbamoyl chloride